S(=O)(=O)([O-])OOS(=O)(=O)[O-].[NH4+].O.[NH4+] water Ammonium Persulfate